N-(2,2-difluoropropyl)-5-(2,3-dimethyl-3H-imidazo[4,5-b]pyridin-5-yl)pyrrolo[2,1-f][1,2,4]triazin-2-amine FC(CNC1=NN2C(C=N1)=C(C=C2)C2=CC=C1C(=N2)N(C(=N1)C)C)(C)F